ClC=1N=C(NC1[C@H]1[C@H](CN(CC1)S(=O)(=O)C1=CN=C(S1)NC(=O)N)C)C1=NC=C(C=C1)F [5-[[(3R,4R)-4-[4-Chloro-2-(5-fluoro-2-pyridyl)-1H-imidazol-5-yl]-3-methyl-1-piperidyl]sulfonyl]thiazol-2-yl]urea